1-(4-(trifluoromethyl)thiazol-2-yl)ethan-1-one FC(C=1N=C(SC1)C(C)=O)(F)F